(S)-2,4-dimethoxy-N-(8'-(2-((methylsulfonyl)methyl)azetidin-1-yl)-4'H-spiro[cyclopropane-1,5'-naphtho[2,1-d]isoxazol]-3'-yl)pyridine-3-sulfonamide COC1=NC=CC(=C1S(=O)(=O)NC1=NOC2=C1CC1(C3=CC=C(C=C32)N3[C@@H](CC3)CS(=O)(=O)C)CC1)OC